C(C)(C)(C)C(C[C@@H](N)C(=O)[O-])C(=O)[O-] γ-tert-butyl-D-glutamate